NCCN1CC(CCC1)C1CN(C1)C(=O)OC(C)(C)C tert-Butyl 3-[1-(2-aminoethyl)-3-piperidyl]azetidine-1-carboxylate